BrC=1C=C(N)C=CC1C#C[Si](C(C)C)(C(C)C)C(C)C 3-bromo-4-((triisopropylsilyl)ethynyl)aniline